FC1=C(C=CC(=C1O)F)C1=NOC(=N1)CN1C(N(C(C=C1)=O)C)=O 1-{[3-(2,4-Difluoro-3-hydroxyphenyl)-1,2,4-oxadiazol-5-yl]methyl}-3-methyl-1,2,3,4-tetrahydropyrimidine-2,4-dione